FC1(CC1)C(=O)N[C@H](C(=O)N1[C@@H](C[C@H](C1)O)C(=O)NCC1=CC=C(C=C1)C1=C(N=CS1)C)C(C)(S)C (2S,4R)-1-[(2R)-2-[(1-fluorocyclopropanecarbonyl)amino]-3-methyl-3-sulfanyl-butanoyl]-4-hydroxy-N-[[4-(4-methylthiazol-5-yl)phenyl]methyl]pyrrolidine-2-carboxamide